2-oxoethyl piperidine-4-carboxylate hydrochloride Cl.N1CCC(CC1)C(=O)OCC=O